2-(4-((2-((4-(4-(dimethylamino)piperidin-1-yl)-3-methoxyphenyl)amino)-5-methylthieno[2,3-d]pyrimidin-4-yl)amino)pyridin-2-yl)propan-2-ol CN(C1CCN(CC1)C1=C(C=C(C=C1)NC=1N=C(C2=C(N1)SC=C2C)NC2=CC(=NC=C2)C(C)(C)O)OC)C